CC1(C2C(N(C(C12)=O)CC=1C=C2C(=NC=NN2C1)C=1C=C(C=C2C=CN(C12)C1CN(CC1)C(=O)OC(C)(C)C)C(F)(F)F)=O)C tert-butyl 3-(7-(6-((6,6-dimethyl-2,4-dioxo-3-azabicyclo[3.1.0]hexan-3-yl)methyl)pyrrolo[2,1-f][1,2,4]triazin-4-yl)-5-(trifluoromethyl)-1H-indol-1-yl)pyrrolidine-1-carboxylate